N1CC1.N1CCNCCNCCNCCNCCNCC1 1,4,7,10,13,16-hexazacyclooctadecane ethylenimine